ClC1=C(C(=O)NC2=CC(=C(C=C2)Cl)C2=NC=CC=C2)C=CC(=C1)C(=O)N(CC)CC 2-Chloro-N1-(4-Chloro-3-(Pyridin-2-Yl)Phenyl)-N4,N4-Diethylterephthalamide